FC1=CC=C2C(=CNC2=C1)CC(=O)NC1C(CNCC1)C(=O)OC Methyl 4-(2-(6-fluoro-1H-indol-3-yl)acetamido)piperidine-3-carboxylate